N1(CCC1)C=1C(=CC2=C(N(C(N=C2N2[C@H](CN(CC2)C(C=C)=O)C)=O)C2=C(C=CC=C2)C(C)C)N1)Cl 7-(1-azetidinyl)-6-chloro-4-((2S)-2-methyl-4-(2-propenoyl)-1-piperazinyl)-1-(2-(2-propanyl)phenyl)pyrido[2,3-d]pyrimidin-2(1H)-one